4-((2-ethynyl-1H-indol-4-yl)amino)tetrahydro-2H-thiopyran 1,1-dioxide C(#C)C=1NC2=CC=CC(=C2C1)NC1CCS(CC1)(=O)=O